4-(1-(3,5-dichlorophenyl)cyclobutyl) 1-(2-oxo-2-(2,2,2-trichloroethoxy)ethyl) 2-methylenesuccinate C=C(C(=O)OCC(OCC(Cl)(Cl)Cl)=O)CC(=O)OC1(CCC1)C1=CC(=CC(=C1)Cl)Cl